C(C)(C)(C)OC(N[C@@H](C)C1=CC=C(C=C1)CC1=CC(=C(C=C1)F)C)=O (S)-(1-(4-(4-fluoro-3-methylbenzyl)phenyl)ethyl)carbamic acid tert-butyl ester